FC(C1=NN=C(S1)N1N=CC2=C(C=C(C=C12)S(=O)(=O)NC1(CC1)C#N)N1CCC2(CC1)CCOCC2)F 1-[({1-[5-(difluoromethyl)(1,3,4-thiadiazol-2-yl)]-4-(9-oxa-3-azaspiro[5.5]undec-3-yl)-1H-indazol-6-yl}sulfonyl)amino]cyclopropanecarbonitrile